CC1=NC=CN=C1S 2-methyl-sulfanylpyrazine